6-[(2S)-2-aminopropyl]-2-chloro-7-methyl-N-[(1-methyl-1H-imidazol-4-yl)methyl]thieno[3,2-d]pyrimidin-4-amine N[C@H](CC1=C(C=2N=C(N=C(C2S1)NCC=1N=CN(C1)C)Cl)C)C